diazoniabicyclo[2.2.2]octane bis(tetrafluoroborate) F[B-](F)(F)F.F[B-](F)(F)F.[NH+]12[NH2+]CC(CC1)CC2